CC1\C(\C(\CC1)=N\NC(NCCN(CC)CC)=S)=N/NC(NCCN(CC)CC)=S (2E,2'E)-2,2'-(3-methylcyclopentane-1,2-diylidene)bis(N-(2-(diethylamino)ethyl)hydrazine-1-carbothioamide)